(6-((5-Fluoro-1-methyl-1H-indazol-6-yl)methyl)-2-azaspiro[3.3]heptan-2-yl)((1s,3s)-3-hydroxy-3-methylcyclobutyl)methanone FC=1C=C2C=NN(C2=CC1CC1CC2(CN(C2)C(=O)C2CC(C2)(C)O)C1)C